8-fluoro-6,12-dioxo-6,12-dihydroindolo[2,1-b]quinazoline-2-carboximidamide FC=1C=C2C(C3=NC4=CC=C(C=C4C(N3C2=CC1)=O)C(N)=N)=O